Cl.Cl.N1=C2C(=CC=C1)CNC2 6,7-dihydro-5H-pyrrolo[3,4-b]pyridine dihydrochloride